O1C=CC2(C=C1)OCC=1C=NC(=CC12)C(=O)N 3H-spiro[furo[3,4-c]pyridine-1,4'-pyrane]-6-carboxamide